1-(tert-butoxycarbonyl)-4-hydroxy-L-proline C(C)(C)(C)OC(=O)N1[C@@H](CC(C1)O)C(=O)O